2-methylsulfonyl-4-[1-(2,2,2-trifluoroethyl)pyrazol-4-yl]-5-(trifluoromethyl)pyrimidine CS(=O)(=O)C1=NC=C(C(=N1)C=1C=NN(C1)CC(F)(F)F)C(F)(F)F